C(C)OC(CN1C=2N(CC[C@H]1C(F)(F)F)C(C=C(N2)N2[C@@H](COCC2)C)=O)=O [(S)-8-((R)-3-Methyl-morpholin-4-yl)-6-oxo-2-trifluoromethyl-3,4-dihydro-2H,6H-pyrimido[1,2-a]-pyrimidin-1-yl]acetic acid ethyl ester